N6-[(2-azidoethoxy)carbonyl]-L-Lysine N(=[N+]=[N-])CCOC(=O)NCCCC[C@H](N)C(=O)O